FC(C(C[C@H](C(=O)O)N[C@H](C)C1=CC=CC=C1)(C)C)(F)F (2R)-5,5,5-trifluoro-4,4-dimethyl-2-[[(1R)-1-phenylethyl]amino]pentanoic acid